OC1=C(C=2C=CC3=CC=CC=C3C2C=C1)C(=O)O hydroxyphenanthroic acid